C[C@]1(CN(CC1)C(C=C)=O)C#CC1=CC=C(C=C1)C(F)(F)F 1-[(3R)-3-methyl-3-{2-[4-(trifluoromethyl)phenyl]ethynyl}pyrrolidin-1-yl]prop-2-en-1-one